ClC1=CC(=C(C=C1)C1=NC(=CC=2C1=NC=C(N2)C)N2C[C@@H](OCC2)C2=CC(=NC=C2)C)F 5-(4-chloro-2-fluorophenyl)-2-methyl-7-((2S)-2-(2-methyl-4-pyridyl)-4-morpholinyl)pyrido[3,4-b]pyrazine